N[C@H](CN(C(=O)N[C@@H]1[C@H](C1)C1=CC=CC=C1)C1=CC=C(C=C1)C1=CC=C(C=C1)CCC)[C@H](CC)C 1-[(2S,3S)-2-amino-3-methylpentyl]-3-[(1S,2R)-2-phenylcyclopropyl]-1-{4'-propyl-[1,1'-biphenyl]-4-yl}urea